3,3-bis(trifluoromethyl)perfluorooxetane FC(C1(C(OC1(F)F)(F)F)C(F)(F)F)(F)F